ClC=1C(=[NH+]C=C(C1)C(F)(F)F)NC 3-chloro-2-methylamino-5-trifluoromethyl-pyridinium